2-[3-(4,4-Difluoro-3-hydroxypiperidin-1-carbonyl)-5,6-dihydro-4H-cyclopenta[c]pyrazol-1-yl]-1-[4-(2,3-dimethylphenyl)piperazin-1-yl]ethanon FC1(C(CN(CC1)C(=O)C=1C2=C(N(N1)CC(=O)N1CCN(CC1)C1=C(C(=CC=C1)C)C)CCC2)O)F